N-Hexadecyl-L-hydroxyproline C(CCCCCCCCCCCCCCC)N1[C@@H](C[C@@H](O)C1)C(=O)O